ClC=1C=CC=C2[C@H](CCOC12)NC(=O)NC=1N=C(SC1)C=1C=NN(C1)CC(F)(F)F 1-[(4S)-8-chlorochroman-4-yl]-3-[2-[1-(2,2,2-trifluoroethyl)pyrazol-4-yl]thiazol-4-yl]urea